ClC(CO)(C)[N+](=O)[O-] 2-chloro-2-nitro-1-propanol